tert-butyl (R)-7-iodo-2-(3-(2-methylpyrrolidin-1-yl)-5-(N-methylaminosulfonyl) phenyl)-5H-pyrrolo[2,3-b]pyrazine-5-carboxylate IC1=CN(C2=NC=C(N=C21)C2=CC(=CC(=C2)S(=O)(=O)NC)N2[C@@H](CCC2)C)C(=O)OC(C)(C)C